C(N)(=O)C1=CC=C(C=C1)N1CCN(CCC1)C(CCC1=CC=NC=C1)=O (2S)-1-[4-(4-carbamoylphenyl)-1,4-diazepan-1-yl]-1-oxo-3-(pyridin-4-yl)propan